ClC=1C=C(C2=C(C(=CO2)COC2=C(C=CC=C2)CC(=O)OCC)C1)NCC1OCCC1 ethyl 2-(2-((5-chloro-7-(((tetrahydrofuran-2-yl)methyl)amino)benzofuran-3-yl)methoxy)phenyl)acetate